4-(tert-butyl)cyclohex-1-en-1-ylboronic acid pinacol ester C(C)(C)(C)C1CC=C(CC1)B1OC(C)(C)C(C)(C)O1